(S)-2-((4-(6-((5-(Cyclopropanecarbonyl)thiophen-2-yl)methoxy)pyridin-2-yl)piperidin-1-yl)methyl)-1-(oxetan-2-ylmethyl)-1H-benzo[d]imidazole-6-carboxylic acid C1(CC1)C(=O)C1=CC=C(S1)COC1=CC=CC(=N1)C1CCN(CC1)CC1=NC2=C(N1C[C@H]1OCC1)C=C(C=C2)C(=O)O